Cl.NC1=NC=2C=C(C(=CC2C2=C1C=NN2C)C(=O)Cl)F 4-amino-7-fluoro-1-methyl-1H-pyrazolo[4,3-c]quinolin-8-carbonyl chloride hydrochloride